2,4,6-Tris(dimethylamino)phenol CN(C1=C(C(=CC(=C1)N(C)C)N(C)C)O)C